(1R,5S)-3-(2,7-dichloro-5-cyclopropyl-8-fluoropyrido[4,3-d]pyrimidin-4-yl)-3,8-diazabicyclo[3.2.1]octane-8-carboxylic acid tert-butyl ester C(C)(C)(C)OC(=O)N1[C@H]2CN(C[C@@H]1CC2)C=2C1=C(N=C(N2)Cl)C(=C(N=C1C1CC1)Cl)F